C1(CC1)C=1C=C2C(N(C(N(C2=CC1F)C)=O)C1=CN=CC2=CC=CC=C12)=O 6-cyclopropyl-7-fluoro-3-(isoquinolin-4-yl)-1-methylquinazoline-2,4(1H,3H)-dione